CN1C(C2=C(C=C1)C(=CN2)C2=NC(=C(C=C2)OC2CNCC2)C)=O 6-methyl-3-(6-methyl-5-(pyrrolidin-3-yloxy)pyridin-2-yl)-1,6-dihydro-7H-pyrrolo[2,3-c]pyridin-7-one